C(#N)CC(=O)N[C@H](C(=O)N1[C@@H]([C@H]2C([C@H]2C1)(C)C)C(=O)OC)C(C)(C)C methyl (1R,2S,5S)-3-((S)-2-(2-cyanoacetamido)-3,3-dimethylbutanoyl)-6,6-dimethyl-3-azabicyclo[3.1.0]hexane-2-carboxylate